6-bromo-2-(3,4-dimethoxyphenyl)imidazo[1,2-a]pyridine BrC=1C=CC=2N(C1)C=C(N2)C2=CC(=C(C=C2)OC)OC